N-(amino(5-(2-hydroxypropan-2-yl)-1-phenyl-1H-pyrazol-3-yl)(oxo)-λ6-sulfaneylidene)-2-(4-cyano-3-fluoro-2,6-diisopropylphenyl)acetamide NS(=NC(CC1=C(C(=C(C=C1C(C)C)C#N)F)C(C)C)=O)(=O)C1=NN(C(=C1)C(C)(C)O)C1=CC=CC=C1